ClC=1C=2N(C=C(C1C)C=1NC3=CC=C(C=C3C1C(C)C)C1CCN(CC1)CC#N)C=NN2 2-(4-(2-(8-chloro-7-methyl-[1,2,4]triazolo[4,3-a]pyridin-6-yl)-3-isopropyl-1H-indol-5-yl)piperidin-1-yl)acetonitrile